C=12NC(=CC=3C1C=CC=CC3)N2C(=O)N epiminocyclohepta[c]pyridine-10-carboxamide